FC(CC(C(=O)NC1=NC=CC(=C1)C1=C(C=2C(N(CC(C2N1)C)C)=O)C1=CC=C(C=C1)F)C1=CC=C(C=C1)F)F 4,4-Difluoro-2-(4-fluorophenyl)-N-{4-[3-(4-fluorophenyl)-5,7-dimethyl-4-oxo-4,5,6,7-tetrahydro-1H-pyrrolo[3,2-c]pyridin-2-yl]pyridin-2-yl}butanamid